5-((5-bromobenzofuran-7-yl)methyl)-1H-imidazole BrC=1C=C(C2=C(C=CO2)C1)CC1=CN=CN1